(4-([CYCLOPENTYL(ETHYL)AMINO]METHYL)-3-FLUOROPHENYL)BORANEDIOL C1(CCCC1)N(CC)CC1=C(C=C(C=C1)B(O)O)F